(2S,4R)-4-(1,1-difluoroethyl)-2-(2-fluorophenyl)-N-((S,E)-4-(methylsulfonyl)but-3-en-2-yl)piperidine-1-carboxamide FC(C)(F)[C@H]1C[C@H](N(CC1)C(=O)N[C@@H](C)\C=C\S(=O)(=O)C)C1=C(C=CC=C1)F